C1(=CC=C(C=C1)[Si](C)(C)C(CO)C1=CC=CC=C1)C1=CC=C(C=C1)[Si](C)(C)C(CO)C1=CC=CC=C1 2,2'-([1,1'-Biphenyl]-4,4'-diylbis(dimethylsilanediyl))bis(2-phenylethan-1-ol)